Cl.Cl.N1C(=N[C@@H]2[C@H]1COC2)SCC=2N1C(SC2)=N[C@H]2[C@@H]1COC2 (4aR,7aS)-3-((((3aR,6aS)-3a,4,6,6a-tetrahydro-1H-furo[3,4-d]imidazol-2-yl)thio)methyl)-4a,5,7,7a-tetrahydrofuro[3',4':4,5]imidazo[2,1-b]thiazole dihydrochloride